1-(7-fluoro-6-quinolinyl)ethanol FC1=C(C=C2C=CC=NC2=C1)C(C)O